5-fluoro-3-(2-(6-(isoquinolin-4-yl)-1-oxoisoindolin-2-yl)butanamido)-4-oxopentanoic acid FCC(C(CC(=O)O)NC(C(CC)N1C(C2=CC(=CC=C2C1)C1=CN=CC2=CC=CC=C12)=O)=O)=O